(E)-2-((7-hydroxy-3,7-dimethyloctylidene)amino)benzoic acid methyl ester COC(C1=C(C=CC=C1)/N=C/CC(CCCC(C)(C)O)C)=O